3,5-dichloro-4-methyl-pyridine 1-oxide ClC=1C=[N+](C=C(C1C)Cl)[O-]